7-bromo-2-chloro-N-(3-fluorophenyl)-N-methylquinazolin-4-amine BrC1=CC=C2C(=NC(=NC2=C1)Cl)N(C)C1=CC(=CC=C1)F